C(CCCCCCC\C=C/C\C=C/CCCCC)OC1=C(COC(CCCN(C)C)=O)C=C(C=C1)OCCCCCCCC\C=C/C\C=C/CCCCC.CN1CN=CC=C1 3-methyl-pyrimidine 2,5-bis((9z,12z)-octadeca-9,12-dien-1-yloxyl)benzyl-4-(dimethylamino)butanoate